4-methoxybenzyl 3-((3aR*,7aS*)-1-benzyl-3,3-difluorohexahydro-1H-pyrrolo[3,2-c]pyridin-5(6H)-yl)-2,2-dimethylpropanoate C(C1=CC=CC=C1)N1CC([C@@H]2CN(CC[C@@H]21)CC(C(=O)OCC2=CC=C(C=C2)OC)(C)C)(F)F |o1:10,15|